ClC1=NC(=NC=C1)C=1C=C2C(=CNC2=CC1)C=O 5-(4-chloro-pyrimidine-2-yl)-1H-indole-3-formaldehyde